3-(N-(tert-Butyl)sulfamoyl)phenyl-6-((1-hydroxy-2-methylpropan-2-yl)amino)-2-(6-azaspiro[2.5]octan-6-yl)nicotinamide C(C)(C)(C)NS(=O)(=O)C=1C=C(C=CC1)C=1C(=NC(=C(C(=O)N)C1)N1CCC2(CC2)CC1)NC(CO)(C)C